5,7'-dimethyl-6'-(pyrimidin-2-yl)-3',4'-dihydro-1'h-spiro[pyrrolidine-3,2'-[1,8]naphthyridine] dihydrochloride Cl.Cl.CC1CC2(NC3=NC(=C(C=C3CC2)C2=NC=CC=N2)C)CN1